tert-Butyl 4-(4-(3-(4-methoxybenzyl)-2,4-dioxotetrahydropyrimidin-1(2H)-yl)-3-methyl-1H-indol-1-yl)piperidine-1-carboxylate COC1=CC=C(CN2C(N(CCC2=O)C2=C3C(=CN(C3=CC=C2)C2CCN(CC2)C(=O)OC(C)(C)C)C)=O)C=C1